C(=O)(C1=CNC2=CC(=CC=C12)[C@](N(C(=O)OC(C)(C)C)C)(CC1=CC=CC=C1)C(=O)N[C@@H](C)C(=O)[O-])[2H] (3-(Formyl-d)-1H-indol-6-yl)methyl(tert-butoxycarbonyl)-L-phenylalanyl-L-alaninate